FC1=CC=C(C=C1)C1=NN(C=C1C=1C=2N(N=CC1)C=C(N2)C(C)(C)O)C 2-[8-[3-(4-fluorophenyl)-1-methylpyrazol-4-yl]imidazo[1,2-b]pyridazin-2-yl]propan-2-ol